[Cl-].CN1C=[N+](C=C1)C(CCCCC(CCCCCCCCCCCCCC)CCCCCCCCCCCCCC)CCCCC(CCCCCCCCCCCCCC)CCCCCCCCCCCCCC 1-methyl-3-(15,25-ditetradecylnonatriacontan-20-yl)-1H-imidazol-3-ium chloride